F[C@H]1[C@H]([C@@H](O[C@@H]1CO)N1C=NC=2C(=O)NC(NC(C(C)C)=O)=NC12)OP(=O)O 3'-deoxy-3'-fluoro-2'-O-[hydroxy(oxido)-λ5-phosphanyl]-N-(2-methylpropanoyl)guanosine